OCCN(CCCCCCCC(=O)OCCC(CCC)CCC)CCCCCCCC(OC(CCCCCC)CCCCCC)=O 3-Propylhexyl 8-((2-hydroxyethyl)(8-oxo-8-(tridecan-7-yloxy)octyl)amino)octanoate